NC1=C(OCCCCCCCCCCOC2=C(C=CC=C2)N)C=CC=C1 1,10-bis(2-aminophenoxy)decane